Cl.ClC1=CC=C(C=C1)C1(CC1)N 1-(4-chlorophenyl)cyclopropylamine hydrochloride